6-cyclopropyl-N-(3-{3-[(4-methyl-1,2,4-triazol-3-yl)methyl]oxetan-3-yl}phenyl)-4-{[(2R)-2-methylmorpholin-4-yl]methyl}pyridine-2-carboxamide C1(CC1)C1=CC(=CC(=N1)C(=O)NC1=CC(=CC=C1)C1(COC1)CC1=NN=CN1C)CN1C[C@H](OCC1)C